4-(3-Chloroanilino)-2'-[(2R)-3-{[(5S)-6,6-difluoro-5-methyl-5,6,7,8-tetrahydroquinolin-4-yl]oxy}-2-methylpropyl]-2',3'-dihydrospiro[cyclohexane-1,1'-indene]-4-carboxylic acid ClC=1C=C(NC2(CCC3(C(CC4=CC=CC=C34)C[C@H](COC3=CC=NC=4CCC([C@H](C34)C)(F)F)C)CC2)C(=O)O)C=CC1